C1(=CC=CC=C1)C1=C(C=CC(=C1)C1=CC=C(C=C1)C(C)(C)CC)NC1=CC=C(C=C1)C(C)(C)C 2-phenyl-4-(4-tert-pentylphenyl)phenyl-4-tert-butylphenylamine